ClC1=C(C(=CC(=C1)C(C(=O)N)(COC)C1=CC=C(C=C1)S(=O)(=O)CC)Cl)C1=C(C=CC=C1)OC(F)(F)F (2,6-dichloro-2'-(trifluoromethoxy)-[1,1'-biphenyl]-4-yl)-2-(4-(ethylsulfonyl)phenyl)-3-methoxypropionamide